N,N-dimethyl-3-[6-({6-[(1S,4S)-5-methyl-2,5-diazabicyclo[2.2.1]heptan-2-yl]pyrazin-2-yl}amino)-[1,3]thiazolo[5,4-c]pyridin-2-yl]benzene-1-sulfonamide CN(S(=O)(=O)C1=CC(=CC=C1)C=1SC=2C=NC(=CC2N1)NC1=NC(=CN=C1)N1[C@@H]2CN([C@H](C1)C2)C)C